ClC=1C=C(C=CC1)C1=CN=C(O1)CSC1=NC(=NC(=N1)CC)N 4-(((5-(3-CHLOROPHENYL)OXAZOL-2-YL)METHYL)THIO)-6-ETHYL-1,3,5-TRIAZIN-2-AMINE